4,4'-diaminodiphenyl-dimethylbiphenyl sodium [Na].NC1=C(C(=C(C(=C1C1=CC=CC=C1)C1=CC=CC=C1)C1=CC=C(C=C1)N)C)C